C(C)(=O)O[Sn](CCCCCCCC)(CCCCCCCC)OC(C)=O bis(acetyloxy)dioctyltin